N1CCC(CC1)C1=CC=C(C=C1)C1=CC(=CC(=N1)C(=O)O)N1N=NC(=C1)C1=CC=C(C=C1)C(F)(F)F 6-(4-(piperidin-4-yl)phenyl)-4-(4-(4-(trifluoromethyl)phenyl)-1H-1,2,3-triazol-1-yl)picolinic acid